C1(=C(C=CC=C1)\C=C/C1=NNC2=CC=C(C=C12)C(=O)N1CC(CC1)N(C)C)C1=CC=CC=C1 (Z)-(3-(2-([1,1'-biphenyl]-2-yl)vinyl)-1H-indazol-5-yl)(3-(dimethylamino)pyrrolidin-1-yl)methanone